C(C)OC(COC1=C(C=C(C=C1)Cl)Cl)=O 2-(2,4-dichlorophenoxy)acetic acid ethyl ester